2-[4-(Bromomethyl)phenyl]-5-(trifluoromethyl)oxazole phenyl-(1-phenylazetidin-3-yl)carbamate C1(=CC=CC=C1)N(C(O)=O)C1CN(C1)C1=CC=CC=C1.BrCC1=CC=C(C=C1)C=1OC(=CN1)C(F)(F)F